ClC1=CC(=C(C=C1)C=1C(=CC2=CC(=C(C=C2C1)C1=C(C=C(C=C1)Cl)F)OC)OC)F 3,6-bis(4-chloro-2-fluorophenyl)-2,7-dimethoxynaphthalene